C(C)(=O)OCC=1C(=NC=CC1C1=CN(C(C(=C1)NC1=NC=C(C=C1)OC1CN(C1)C)=O)C)N1C(C=2N(C=3CCCCC3C2)CC1)=O (4-(1-Methyl-5-(5-(1-methylazetidin-3-yloxy)pyridin-2-ylamino)-6-oxo-1,6-dihydropyridin-3-yl)-2-(1-oxo-3,4,6,7,8,9-hexahydropyrazino[1,2-a]indol-2(1H)-yl)pyridin-3-yl)methyl Acetate